C(#N)OCCCCC1=CC=CC=C1 Cyanooxybutylbenzene